pyrazol-3-yl-quinolin-2(1H)-one N1N=C(C=C1)N1C(C=CC2=CC=CC=C12)=O